The molecule is a N-acyl-beta-D-galactosylsphingosine in which the acyl group is tetracosananoyl. It has a role as a mouse metabolite. It derives from a tetracosanoic acid. CCCCCCCCCCCCCCCCCCCCCCCC(=O)N[C@@H](CO[C@H]1[C@@H]([C@H]([C@H]([C@H](O1)CO)O)O)O)[C@@H](/C=C/CCCCCCCCCCCCC)O